tris(2-acryloyloxyethyl)allylammonium C(C=C)(=O)OCCC(C=C(CCOC(C=C)=O)CCOC(C=C)=O)[NH3+]